triphenylphosphine tri-sodium [Na].[Na].[Na].C1(=CC=CC=C1)P(C1=CC=CC=C1)C1=CC=CC=C1